2-methoxybutylmethanesulfonate COC(CCS(=O)(=O)[O-])CC